(S)-2-((S)-2-((S)-2-Amino-4-methylpentanamido)-4-methylpentanamido)-4-methylpentanoic acid N[C@H](C(=O)N[C@H](C(=O)N[C@H](C(=O)O)CC(C)C)CC(C)C)CC(C)C